2-(3-Bromophenoxy)-1-(2,3,4-trihydroxyphenyl)ethan-1-one BrC=1C=C(OCC(=O)C2=C(C(=C(C=C2)O)O)O)C=CC1